ClC1=C(C=2N=C(N=C(C2C=N1)N1CC2CCC(C1)N2CCO)OC[C@]21CCCN1C[C@@H](C2)F)F 2-(3-(7-chloro-8-fluoro-2-(((2R,7aS)-2-fluorotetrahydro-1H-pyrrolizin-7a(5H)-yl)methoxy)pyrido[4,3-d]pyrimidin-4-yl)-3,8-diazabicyclo[3.2.1]octan-8-yl)ethan-1-ol